CN(C12CC(C1)(C2)C=2N=NN(C2)[C@@H]2CC[C@H](CC2)C2=NN=C(N2C)COC2=CC(=CC=C2)C(F)(F)F)C N,N-dimethyl-3-{1-[trans-4-(4-methyl-5-{[3-(trifluoromethyl)phenoxy]methyl}-4H-1,2,4-triazol-3-yl)cyclohexyl]-1H-1,2,3-triazol-4-yl}bicyclo[1.1.1]pentan-1-amine